([1,1'-biphenyl]-4,4'-diylbis(methylene))bis(N,N-dimethylpyridine-4-amine) C1(=CC=C(C=C1)CC1=NC=CC(=C1)N(C)C)C1=CC=C(C=C1)CC1=NC=CC(=C1)N(C)C